FC(C(=C(C)F)C(F)(F)F)(F)F 1,1,1,3-tetrafluoro-2-(trifluoromethyl)-2-butene